(±)-1-[1-(2-difluoromethoxy-pyridin-4-yl)-ethyl]-3-(3-difluoromethyl-cyclobutyl)-urea FC(OC1=NC=CC(=C1)[C@@H](C)NC(=O)NC1CC(C1)C(F)F)F |r|